(R)-1-(4-((5-(1-(2,2-difluoroethyl)-4-fluoro-1H-benzo[d]imidazol-6-yl)-6-fluoro-4-methoxypyrrolo[2,1-f][1,2,4]triazin-2-yl)amino)-3,3-difluoropiperidin-1-yl)ethan-1-one FC(CN1C=NC2=C1C=C(C=C2F)C=2C(=CN1N=C(N=C(C12)OC)N[C@H]1C(CN(CC1)C(C)=O)(F)F)F)F